CC(C(=O)N1C[C@H](CCC1)S(=O)(=O)N)CC1=CC=C2C(=CC(OC2=C1)=O)C1=C(C=CC=C1)C (S)-1-(2-methyl-3-(2-oxo-4-(o-tolyl)-2H-chromen-7-yl)propanoyl)piperidine-3-sulfonamide